trimethyl(3-(2-(4-methyl-2-nitrophenoxy)ethoxy)prop-1-yn-1-yl)silane C[Si](C#CCOCCOC1=C(C=C(C=C1)C)[N+](=O)[O-])(C)C